C1(=CC=CC=C1)C1=NC(=NC(=C1)C1=CC=CC=C1)C1=C(C#N)C(=C(C(=C1N1C2=CC=CC=C2C=2C=C(C=CC12)C)N1C2=CC=CC=C2C=2C=C(C=CC12)C)N1C2=CC=CC=C2C=2C=C(C=CC12)C)N1C2=CC=CC=C2C=2C=C(C=CC12)C 2-(4,6-diphenylpyrimidin-2-yl)-3,4,5,6-tetrakis(3-methyl-9H-carbazol-9-yl)benzonitrile